7,8-diamino-2-(1-isobutylpiperidin-4-yl)-4H-chromen-4-one NC1=CC=C2C(C=C(OC2=C1N)C1CCN(CC1)CC(C)C)=O